trifluoropropyl-methyl-chloroazane 1,4-dioxaspiro[4.5]dec-8-ylmethanesulfonate O1CCOC12CCC(CC2)CS(=O)(=O)O.FC(CCN(Cl)C)(F)F